NC=1C(N(C2=C(N1)SC(=C2)C(=O)NC2CCN(CC2)CCNC2=CC=C(C=C2)C(N)=N)C2=CC=C1CCCN(C1=C2)C2=CC=CC=C2)=O 3-amino-N-(1-(2-((4-carbamimidoylphenyl)amino)ethyl)piperidin-4-yl)-2-oxo-1-(1-phenyl-1,2,3,4-tetrahydroquinolin-7-yl)-1,2-dihydrothieno[2,3-b]pyrazine-6-carboxamide